FC=1C(=NC(=NC1)NC1C(NC2=C(O1)C(=CC=C2)CN(CC)CC)=O)C2=C(C=C(C=C2)F)OC ((5-fluoro-4-(4-fluoro-2-methoxyphenyl)pyrimidin-2-yl)amino)-8-((diethylamino)methyl)-2H-benzo[b][1,4]oxazin-3(4H)-one